NC1=C(C(N(C2=CC(=CC=C12)Cl)C1=C(C=CC=C1)Cl)=O)C(=O)N 4-amino-7-chloro-1-(2-chlorophenyl)-2-oxo-1,2-dihydroquinoline-3-carboxamide